C(#N)C1=CC=C2C=CN=C(C2=C1)NCCC(=O)NC=1SC(=C(N1)C)C1(CC1)C(F)(F)F 3-[(7-cyano-1-isoquinolyl)amino]-N-[4-methyl-5-[1-(trifluoromethyl)cyclopropyl]thiazol-2-yl]propanamide